8-[8-(1-hydroxyethyl)-6-methyl-4-oxo-chromen-2-yl]-3-methyl-1-oxa-3,8-diazaspiro[4.5]decan-2-one OC(C)C=1C=C(C=C2C(C=C(OC12)N1CCC2(CN(C(O2)=O)C)CC1)=O)C